(S)-quinuclidin-3-yl (6-(2,4-difluorophenyl)-2,3-dihydro-1H-inden-1-yl)carbamate FC1=C(C=CC(=C1)F)C1=CC=C2CCC(C2=C1)NC(O[C@@H]1CN2CCC1CC2)=O